L-glutamic acid-amide N[C@@H](CCC(=O)O)C(=O)N